C(C1=CC=CC=C1)N1C2=C(SCC1=O)C=CC(=C2)NC(=O)NC=2C=CC=C1C=CNC21 1-(4-benzyl-3-oxo-3,4-dihydro-2H-benzo[b][1,4]thiazin-6-yl)-3-(1H-indol-7-yl)urea